triethylphenyl-ammonium malonate C(CC(=O)[O-])(=O)[O-].C(C)[N+](C1=CC=CC=C1)(CC)CC.C(C)[N+](CC)(CC)C1=CC=CC=C1